(3S,6S)-3-(tert-Butoxymethyl)-1,6-dimethyl-4-(quinolin-2-ylmethyl)piperazine-2,5-dione C(C)(C)(C)OC[C@H]1C(N([C@H](C(N1CC1=NC2=CC=CC=C2C=C1)=O)C)C)=O